DiisopropylAdipate C(C)(C)OC(CCCCC(=O)OC(C)C)=O